4-(4-((2-butylhexyl)oxy)butoxy)butan-1-ol C(CCC)C(COCCCCOCCCCO)CCCC